CC1(C2CC=C(C1C2)C=O)C 6,6-dimethylbicyclo[3.1.1]-2-hepten-2-formaldehyde